NC1=NC=C(C#N)C(=C1)NC1=C(C=CC=C1)OC 6-amino-4-((2-methoxyphenyl)amino)nicotinonitrile